isopentyl 4-((2-formylphenoxy)methyl)benzoate C(=O)C1=C(OCC2=CC=C(C(=O)OCCC(C)C)C=C2)C=CC=C1